N(=C=O)C1=CC=C(C=C1)N=C=O 1,4-Di-isocyanato-benzol